C(C)OC(=O)C1=CC=2C(=NC=3C=NC=CC3C2N1)Cl.C(CCCCCCCCCCCCCCC)(=O)C([NH+](CCO)CC)C(CCCCCCCCCCCCCCC)=O bis-(palmitoyl)ethylhydroxyethylmethyl-ammonium ethyl-4-chloro-1H-pyrrolo[3,2-c][1,7]naphthyridine-2-carboxylate